(E)-N-(5-(3-benzyl-1-((1r,4r)-4-((5-cyanopyridin-2-yl)amino)cyclohexyl)ureido)-2-(1-methyl-6-oxo-1,6-dihydropyridin-3-yl)phenyl)-4-(dimethylamino)but-2-enamide C(C1=CC=CC=C1)NC(N(C1CCC(CC1)NC1=NC=C(C=C1)C#N)C=1C=CC(=C(C1)NC(\C=C\CN(C)C)=O)C1=CN(C(C=C1)=O)C)=O